(E)-N-(3-(3-(2,6-dichloro-3,5-dimethoxyphenyl)-7-(methylamino)-2-oxo-3,4-dihydropyrimido[4,5-d]pyrimidin-1(2H)-yl)propyl)-4-(dimethylamino)-but-2-enamide ClC1=C(C(=C(C=C1OC)OC)Cl)N1C(N(C2=NC(=NC=C2C1)NC)CCCNC(\C=C\CN(C)C)=O)=O